C1(=CC=CC=C1)[C@H](C)NC1=CC(N(C(N1)=O)C1CCOCC1)=O (S)-6-((1-phenylethyl)amino)-3-(tetrahydro-2H-pyran-4-yl)pyrimidine-2,4(1H,3H)-dione